lithium allyloxy hydroxypropyl-sulfonate OCCCS(=O)(=O)OOCC=C.[Li]